S-(1-(3-fluoropyridin-2-yl) ethyl) ethanethioate C(C)(SC(C)C1=NC=CC=C1F)=O